ethyl 3-bromo-1-((6-(trifluoromethyl) pyridin-3-yl) methyl)-1H-pyrazole-4-carboxylate BrC1=NN(C=C1C(=O)OCC)CC=1C=NC(=CC1)C(F)(F)F